N-((2-Chlorothiazol-5-yl)methyl)-N-(2-hydroxypropyl)-6-methoxy-3-nitropyridin-2-amine ClC=1SC(=CN1)CN(C1=NC(=CC=C1[N+](=O)[O-])OC)CC(C)O